1,3-bis(adamantyl)imidazolium C12(CC3CC(CC(C1)C3)C2)N2C=[N+](C=C2)C23CC1CC(CC(C2)C1)C3